fluorenylmethoxycarbonyl-L-glutamic acid 5-allyl ester C(C=C)OC(CC[C@H](NC(=O)OCC1=CC=CC=2C3=CC=CC=C3CC12)C(=O)O)=O